CC=1C(CCC(C1C)C)=O 2,3,4-trimethyl-2-cyclohexenone